The molecule is a primary ammonium ion resulting from the protonation of the amino group of 2-amino-2-deoxy-D-galactopyranose. Major species at pH 7.3. It is a conjugate acid of a 2-amino-2-deoxy-D-galactopyranose. C([C@@H]1[C@@H]([C@@H]([C@H](C(O1)O)[NH3+])O)O)O